N-(cyclohexylidene)-3-(triethoxysilyl)-1-propanamine C1(CCCCC1)=NCCC[Si](OCC)(OCC)OCC